ClC1=C(C=CC=C1)N(C1=C(C=C(C=C1)N)CCN(C)C)C1=CC=CC=C1 N1-(2-chlorophenyl)-2-(2-(dimethylamino)ethyl)-N-phenylbenzene-1,4-diamine